4-(7,7-difluoro-5-azaspiro[2.4]hept-5-yl)-2-(2,4-dimethoxypyrimidin-5-yl)pyrazolo[1,5-a]pyrazine FC1(CN(CC12CC2)C=2C=1N(C=CN2)N=C(C1)C=1C(=NC(=NC1)OC)OC)F